(5'S,7a'R)-5'-(3,5-difluorophenyl)-1-(5,6-difluoropyridine-2-carbonyl)tetrahydro-3'H-spiro[piperidine-4,2'-pyrrolo[2,1-b][1,3]oxazol]-3'-one FC=1C=C(C=C(C1)F)[C@@H]1CC[C@H]2OC3(C(N21)=O)CCN(CC3)C(=O)C3=NC(=C(C=C3)F)F